CNC(=O)CCC(=O)C(=O)O The molecule is a 2-oxo monocarboxylic acid. It derives from a 2-oxoglutaramic acid. It is a conjugate acid of a N-methyl-2-oxoglutaramate.